3-oxo-2,3,5,6,7,8-hexahydro-cinnoline-4-carbonitrile O=C1NN=C2CCCCC2=C1C#N